(R)-N-(pyrrolidin-3-yl)-6-(6-(2,2,2-trifluoroethoxy)imidazo[1,2-a]pyrazin-3-yl)pyridin-2-amine N1C[C@@H](CC1)NC1=NC(=CC=C1)C1=CN=C2N1C=C(N=C2)OCC(F)(F)F